C(C)NC(NC1=CC(=CO1)CN1CCN(CC1)C=1C=CC(=NC1C)C(=O)NC)=O 5-(4-((5-(3-ethylureido)furan-3-yl)methyl)piperazin-1-yl)-N,6-dimethylpicolinamide